CC1(CC=2C(=NC=C(C2)CN2C(N(C(C2(C)C)=O)C2=CC=C(C=C2)SC(F)(F)F)=O)N1)C 1-((2,2-dimethyl-2,3-dihydro-1H-pyrrolo[2,3-b]pyridin-5-yl)methyl)-5,5-dimethyl-3-(4-((trifluoromethyl)thio)phenyl)imidazolidine-2,4-dione